N1(CCCC1)CCC1=CNC2=CC(=CC=C12)OC(C(C)C)=O isobutyric acid 3-(2-(pyrrolidin-1-yl) ethyl)-1H-indol-6-yl ester